[Cl-].C(C)N1CC(=CC=C1)C 1-ethyl-3-methylpyridine chloride